tricosyl eicos-11-enoate C(CCCCCCCCCC=CCCCCCCCC)(=O)OCCCCCCCCCCCCCCCCCCCCCCC